BrC1=CC=C(C=C1)CO[C@@H]([C@H](C=O)NC(OC(C)(C)C)=O)C Tert-butyl N-[(2R,3R)-3-[(4-bromophenyl)methoxy]-1-oxobutan-2-yl]carbamate